COCCNCC(=O)O N-methoxyethylglycine